N-(4-chloro-2-methylphenyl)-5-(2-chloro-5-(isobutyrylaminomethyl)benzoylamino)-1-isopropyl-1H-indole-2-carboxamide ClC1=CC(=C(C=C1)NC(=O)C=1N(C2=CC=C(C=C2C1)NC(C1=C(C=CC(=C1)CNC(C(C)C)=O)Cl)=O)C(C)C)C